N-(3-(3,4-dichlorophenyl)azetidin-3-yl)-4-(trifluoromethoxy)benzene-sulfonamide ClC=1C=C(C=CC1Cl)C1(CNC1)NS(=O)(=O)C1=CC=C(C=C1)OC(F)(F)F